1,1-dibromo-4-butyl-1,4-disilacyclohexane Br[Si]1(CC[SiH](CC1)CCCC)Br